NC=1N=CC(=NC1OCC1=C(C(=CC=C1)F)C(F)(F)F)C1=CC=C(C=C1)C(=O)N1CCC(CC1)N1CCCC1 {4-[5-amino-6-(3-fluoro-2-trifluoromethyl-benzyloxy)-pyrazin-2-yl]-phenyl}-(4-pyrrolidin-1-yl-piperidin-1-yl)-methanone